5-chloro-N-((1r,4r)-4-((3-(3-chloro-4-methylphenyl)-2-oxo-2,3-dihydro-1H-imidazo[4,5-b]pyridin-1-yl)methyl)cyclohexyl)-2-(difluoromethyl)nicotinamide ClC=1C=NC(=C(C(=O)NC2CCC(CC2)CN2C(N(C3=NC=CC=C32)C3=CC(=C(C=C3)C)Cl)=O)C1)C(F)F